(5-(5-chloro-2-methoxypyridin-4-yl)-1H-pyrazole-3-carbonyl)-N-(5,6,7,8-tetrahydroisoquinolin-5-yl)piperidine-4-carboxamide ClC=1C(=CC(=NC1)OC)C1=CC(=NN1)C(=O)N1CCC(CC1)C(=O)NC1C=2C=CN=CC2CCC1